CC1(C2C3C4C=CC(C3C(C1)C2)C4)C(=O)OCC 8-methyl-8-ethoxycarbonyl-tetracyclo[4.4.0.12,5.17,10]-3-dodecene